(Z)-4-bromo-3-fluoro-but-2-enyl-carbamic acid tert-butyl ester C(C)(C)(C)OC(NC\C=C(\CBr)/F)=O